CN(C)C1=CC=C(C=C1)CC(=O)CC [4-(N,N-dimethylamino)phenyl]methylethylketone